4,4,4-trifluoro-2-(4-methylphenylsulfonylamino)butanoic acid FC(CC(C(=O)O)NS(=O)(=O)C1=CC=C(C=C1)C)(F)F